7-Fluoro-3-iodo-2-methyl-1H-indole FC=1C=CC=C2C(=C(NC12)C)I